(3S,4S)-3-methyl-8-(6-((2-(trifluoromethyl)pyridin-3-yl)thio)pyrido[2,3-b]pyrazin-2-yl)-2-oxa-8-azaspiro[4.5]decan-4-amine C[C@@H]1OCC2([C@@H]1N)CCN(CC2)C=2N=C1C(=NC2)N=C(C=C1)SC=1C(=NC=CC1)C(F)(F)F